N1=C(C=CC(=C1)C=O)C1=NC=CC=C1 2,2'-bipyridine-5-carbaldehyde